N-[6-(2-hydroxy-prop-2-yl)-2-(2-methoxyethyl)-2H-indazol-5-yl]-6-(trifluoromethyl)pyridine-2-carboxamide OC(C)(C)C=1C(=CC2=CN(N=C2C1)CCOC)NC(=O)C1=NC(=CC=C1)C(F)(F)F